3-(1,3-dithian-2-yl)-1-(4-fluorobenzyl)-4-oxo-4H-pyrido[1,2-a]pyrimidinium S1C(SCCC1)C1=C[N+](=C2N(C1=O)C=CC=C2)CC2=CC=C(C=C2)F